2-fluoro-3-[3-(pyridin-4-yl)-1-{[2-(trimethylsilyl)ethoxy]methyl}pyrazol-4-yl]aniline FC1=C(N)C=CC=C1C=1C(=NN(C1)COCC[Si](C)(C)C)C1=CC=NC=C1